1,1'-(2,2'-diethyl[1,1'-biphenyl]-4,4'-diyl)bis{4-hydroxy-3-[(E)-diazenyl]naphthalene-2-sulfonic acid} C(C)C1=C(C=CC(=C1)C1=C(C(=C(C2=CC=CC=C12)O)\N=N\[H])S(=O)(=O)O)C1=C(C=C(C=C1)C1=C(C(=C(C2=CC=CC=C12)O)\N=N\[H])S(=O)(=O)O)CC